CN1C=NC=C1N1N=C2CCC(CC2=C1O)N1CCN(CC1)C 2-(1-methyl-1H-imidazol-5-yl)-5-(4-methylpiperazin-1-yl)-4,5,6,7-tetrahydro-2H-indazol-3-ol